BrC1=C(C=C2C(=CC(=NC2=C1O[C@@H](C)C1=CC=CC=C1)OC[C@H](C)OC)Cl)I 7-bromo-4-chloro-6-iodo-2-[(2S)-2-methoxypropoxy]-8-[(1S)-1-Phenylethoxy]quinoline